C(C)OP(OCC)(=O)C1=CC=C(C=C)C=C1 4-styrenephosphonic acid diethyl ester